The molecule is an unsaturated fatty acyl-CoA that results from the formal condensation of the thiol group of coenzyme A with the carboxy group of (21Z,24Z,27Z,30Z,33Z)-3-oxohexatriacontapentaenoic acid. It is a 3-oxo-fatty acyl-CoA, an unsaturated fatty acyl-CoA and an ultra-long-chain fatty acyl-CoA. It is a conjugate acid of a (21Z,24Z,27Z,30Z,33Z)-3-oxohexatriacontapentaenoyl-CoA(4-). CC/C=C\\C/C=C\\C/C=C\\C/C=C\\C/C=C\\CCCCCCCCCCCCCCCCCC(=O)CC(=O)SCCNC(=O)CCNC(=O)[C@@H](C(C)(C)COP(=O)(O)OP(=O)(O)OC[C@@H]1[C@H]([C@H]([C@@H](O1)N2C=NC3=C(N=CN=C32)N)O)OP(=O)(O)O)O